C1(CC1)N1C2CC(CC1CCC2)NC(=O)C2=C1N(C=3C=CC=CC23)CCC1 N-(9-cyclopropyl-9-azabicyclo[3.3.1]nonan-3-yl)-2,3-dihydro-1H-pyrrolo[1,2-a]indole-9-carboxamide